1-(4-((1R,2S)-6'-hydroxy-1',2',3',4',5,6,7,8-octahydro-[1,2'-binaphthalen]-1'-yl)phenyl)piperidine-4-carbaldehyde OC=1C=C2CCC(C(C2=CC1)C1=CC=C(C=C1)N1CCC(CC1)C=O)C1=CC=CC=2CCCCC12